CC(CN1CC(CNCCCNCCC1)C)(C)C (2,2-dimethylpropyl)-3-methyl-1,5,9-triazacyclododecan